C(C)(=O)NCC(=O)[O-].[Cu+2].C(C)(=O)NCC(=O)[O-] Copper N-acetylglycinate